4-amino-5-fluoro-1-((2R,4S,5S)-5-fluoro-4-hydroxy-5-(hydroxymethyl)tetrahydrofuran-2-yl)pyrimidin-2(1H)-one NC1=NC(N(C=C1F)[C@@H]1O[C@@]([C@H](C1)O)(CO)F)=O